tert-butyl (3,5-difluoro-4-hydroxy-2-methylbenzyl)carbamate FC=1C(=C(CNC(OC(C)(C)C)=O)C=C(C1O)F)C